BrC=1C(=NC=NC1)C\C(\C)=N/O (Z)-1-(5-bromopyrimidin-4-yl)propan-2-one oxime